FC1(CN(CC[C@H]1O)C(=O)OC(C)(C)C)F tert-butyl (R)-3,3-difluoro-4-hydroxypiperidine-1-carboxylate